NC1=NC=CC=C1C1=NC=2C(=NC(=CC2)N2N=CC=C2)N1C=1C=C2CC[C@@H](C2=CC1)NC(C1=CC(=C(C(=C1)C=O)O)C#C)=O N-[(1S)-5-[2-(2-aminopyridin-3-yl)-5-(pyrazol-1-yl)imidazo[4,5-b]pyridin-3-yl]-2,3-dihydro-1H-inden-1-yl]-3-ethynyl-5-formyl-4-hydroxybenzamide